ClC1=CC(=C(C=N1)N1C(O[C@]2(C1)C[C@@](CCC2)(C)CN2C=NC1=C2C=C(C=C1)C#N)=O)OC 1-(((5s,7s)-3-(6-chloro-4-methoxypyridin-3-yl)-7-methyl-2-oxo-1-oxa-3-azaspiro[4.5]decan-7-yl)methyl)-1H-benzo[d]imidazole-6-carbonitrile